BrC=1C(=CC(=C(C(=O)Cl)C1)F)OC 5-bromo-2-fluoro-4-methoxybenzoyl chloride